2,3-Dipalmitoyl-sn-glycero-1-phosphocholine C(CCCCCCCCCCCCCCC)(=O)O[C@H](COP(=O)([O-])OCC[N+](C)(C)C)COC(CCCCCCCCCCCCCCC)=O